CN1C2(C3=CC=CC=C3C1=O)CC2 2'-methyl-spiro[cyclopropan-1,1'-isoindoline]-3'-one